[S].[V] vanadium sulfur